tert-butyl 4-(3-cyano-4-(((dimethylamino) methylene) amino) phenyl)-5,6-dihydropyridine-1(2H)-carbamate C(#N)C=1C=C(C=CC1N=CN(C)C)C1=CCN(CC1)NC(=O)OC(C)(C)C